N-(2-hydroxybenzoyl)isonipecotic acid OC1=C(C(=O)N2CCC(C(=O)O)CC2)C=CC=C1